C(CCCCCCCCCCCCCCCC)OCC(OCCCCCCCCCCCCCCCCC)COP(=O)(O)OCC(O)CO 1,2-diheptadecylglycero-3-phospho-glycerol